C12(C(C)(C)C(=C)C(CC1)C2)S(=O)(=O)[O-].C(C)(C)(C)C=2C(=C(C=CC2)[I+]C2=C(C(=CC=C2)C(C)(C)C)C(C)(C)C)C(C)(C)C bis-(di-tert-butylphenyl)iodonium camphenesulfonate